BrC=1C=C2C(=CNC2=CC1)NC1=NC2=C(N1)C=CC(=C2)S(=O)(=O)C2=CC=CC=C2 N-(5-bromo-1H-indol-3-yl)-5-(phenylsulfonyl)-1H-benzo[d]imidazole-2-amine